CN(C)CC=1C=C(C=NC1)O 5-[(dimethylamino)methyl]pyridin-3-ol